N-acetylmuramyl-l-alanyl-d-isoglutaminyl-l-alanine C(C)(=O)N([C@@H](C)C(=O)N[C@H](CCC(=O)N[C@@H](C)C(=O)O)C(N)=O)C1[C@H](N)[C@@H](O[C@@H](C(=O)O)C)[C@H](O)[C@H](O1)CO